C(C)(C)(C)OC(=O)N[C@@H]1C[C@@H](CCC1)C(=O)O (1R,3S)-3-(tert-butoxycarbonylamino)cyclohexanecarboxylic acid